3-(2-((4-(aminomethyl)phenyl)carbamoyl)-6,7-dihydrodibenzo[b,d]oxepin-3-yl)-6-(propylcarbamoyl)picolinic acid NCC1=CC=C(C=C1)NC(=O)C1=CC2=C(OCCC3=C2C=CC=C3)C=C1C=1C(=NC(=CC1)C(NCCC)=O)C(=O)O